8-(2-fluoro-6-methylphenyl)-2-((2-methyl-1,2,3,4-tetrahydroisoquinolin-7-yl)amino)quinazoline FC1=C(C(=CC=C1)C)C=1C=CC=C2C=NC(=NC12)NC1=CC=C2CCN(CC2=C1)C